2-oxo-2-phenylethyl (3R,4S)-3-azido-1-[N-(tert-butoxycarbonyl)-4-(trifluoromethyl)phenylalanyl]-4-[3-(4,4,5,5-tetramethyl-1,3,2-dioxaborolan-2-yl)propyl]pyrrolidine-3-carboxylate N(=[N+]=[N-])[C@]1(CN(C[C@@H]1CCCB1OC(C(O1)(C)C)(C)C)C([C@@H](NC(=O)OC(C)(C)C)CC1=CC=C(C=C1)C(F)(F)F)=O)C(=O)OCC(C1=CC=CC=C1)=O